C(C)(C)(C)C1=CC=C(C=N1)C1=NC2=C(N1)C=CC=C2 2-(6-tert-Butyl-3-pyridyl)-1H-benzo[d]imidazole